ClC1=NC(=CC=C1N1CCN(CC1)CC=1C=CC=2C=3N(C(NC2C1)=O)C=CN3)C(NC)=O 8-((4-(2-chloro-6-(methylcarbamoyl)pyridin-3-yl)piperazin-1-yl)methyl)imidazo[1,2-c]quinazolin-5(6H)-one